methyl (cis)-3-hydroxy-1-methylcyclobutanoate OC1CC(C1)(C(=O)OC)C